C(C1=CC=CC=C1)N(C(OC(C)(C)C)=O)CC(=O)NCC1=CC=CC=C1 tert-Butyl benzyl(2-(benzylamino)-2-oxoethyl)carbamate